6α,9α-difluoro-11β,21-dihydroxy-16α-methylpregna-1,4-diene-3,20-dione F[C@H]1C[C@H]2[C@@H]3C[C@H]([C@H](C(CO)=O)[C@]3(C[C@@H]([C@@]2([C@]2(C=CC(C=C12)=O)C)F)O)C)C